[I-](I)I.C[N+](C)(C)C tetramethyl-ammonium triiodide